O=C1NC(CCC1N1C(C2=CC=C(C=C2C1=O)N([C@H]1[C@@H](CCCC1)NCC(=O)O)C)=O)=O ((1R,2R)-2-((2-(2,6-dioxopiperidin-3-yl)-1,3-dioxoisoindolin-5-yl)(methyl)amino)cyclohexyl)glycine